C1=CC=C(C(=C1)C#N)C#N o-phthalonitrile